C(#N)CCOP(O[C@H]1[C@H]([C@@H](O[C@@H]1COC(C1=CC=C(C=C1)OC)(C1=CC=C(C=C1)OC)C1=CC=CC=C1)N1C(=O)NC(=O)C(=C1)I)OC)N(C(C)C)C(C)C 3'-O-[2-Cyanoethoxy(diisopropylamino)phosphino]-5'-O-(4,4'-dimethoxytrityl)-2'-O-methyl-5-iodouridine